ClC1=NC=C(C=C1Cl)C 2,3-dichloro-5-methyl-pyridine